6-(2-nitrophenoxy)-1H,3H-benzo[de]isochromene-1,3-dione [N+](=O)([O-])C1=C(OC=2C=CC=3C(OC(C4=CC=CC2C34)=O)=O)C=CC=C1